C(C=C)(=O)N1CCN(CC1)C(CC)C1=CC=C(C=C1)[C@H](C)NC=1N=CC2=C(N1)N(C(C=C2)=O)C2CC2 2-{[(1S)-1-{4-[1-(4-acryloylpiperazin-1-yl)propyl]phenyl}ethyl]amino}-8-cyclopropylpyrido[2,3-d]pyrimidin-7(8H)-one